C1=CC(=NC(=C1)C(=O)O)C(=O)O 2,6-Dipicolinic Acid